OC[C@H]1OC[C@@H]([C@H]([C@H]1O)O)NC1=NC(=NS1)C=1C=NC=CC1 (2R,3R,4R,5S)-2-(hydroxymethyl)-5-((3-(pyridin-3-yl)-1,2,4-thiadiazol-5-yl)amino)tetrahydro-2H-pyran-3,4-diol